CC1(OB(OC1(C)C)C=1C=NN(C1)C[C@@H]1CC[C@H](CC1)CO)C (trans-4-((4-(4,4,5,5-tetramethyl-1,3,2-dioxaborolan-2-yl)-1H-pyrazol-1-yl)methyl)cyclohexyl)methanol